FC(C1=CC2=C(NC(=C2)C(=O)OCC)O1)(F)F Ethyl 2-(trifluoromethyl)-6H-furo[2,3-b]pyrrole-5-carboxylate